C(C)OC1=CC=C(C=N1)C1=CN=CC(=N1)C(=O)NC1CC2=C(C=CC(=C2C1)F)OC 6-(6-ethoxypyridin-3-yl)-N-(4-fluoro-7-methoxy-2,3-dihydro-1H-inden-2-yl)pyrazine-2-carboxamide